(S)-N-methyl-3-((3-(4-methyl-1,4-diazepan-1-yl)benzyl)oxy)-3-phenylpropan-1-amine CNCC[C@@H](C1=CC=CC=C1)OCC1=CC(=CC=C1)N1CCN(CCC1)C